FC(C=1C=C(C=CC1F)N1C=C(C=2[C@@H](C(CCC12)(F)F)O)C(C#N)(F)F)F (S)-2-(1-(3-(Difluoromethyl)-4-fluorophenyl)-5,5-difluoro-4-hydroxyl-4,5,6,7-tetrahydro-1H-indol-3-yl)-2,2-difluoroacetonitrile